4-(2-fluoro-4-phenoxyphenyl)isoindolin-1-one FC1=C(C=CC(=C1)OC1=CC=CC=C1)C1=C2CNC(C2=CC=C1)=O